COC1=CC(=C(C=C1C1=CC=CC=C1)C(=O)OC)N1C(C2=CC=CC=C2C1=O)=O 2-(6-Methoxy-3-methoxycarbonylbiphenyl-4-yl)-1,3-dioxo-2,3-dihydro-1H-isoindole